[Na+].C(CCCCCCCCC)(=O)OCCOC(=O)OC1=CC=C(C=C1)S(=O)(=O)[O-] Decanoic acid, 2-[[(4-sulfophenoxy)carbonyl]oxy]ethyl ester, sodium salt